C(C)C1=CC=2SC3=CC=CC=C3S(C2C(=C1)CC)=O 2,4-Diethylthianthrenone